O[C@H](CNC1=NC2=C(C=C(C=C2C(N1CC=1C=NN(C1)C)=O)S(=O)(=O)NC1(CC1)C)C=1CCN(CC1)C)C 2-{[(2S)-2-hydroxypropyl]amino}-8-(1-methyl-3,6-dihydro-2H-pyridin-4-yl)-N-(1-methylcyclopropyl)-3-[(1-methylpyrazol-4-yl)methyl]-4-oxoquinazoline-6-sulfonamide